C1=CC(O)=C2C=3[C@@]45[C@@H](O2)C(=O)C=C[C@H]4[C@@H](CC13)N(C)CC5.C5=CC=CC=1[C@@]34CCCC[C@H]3[C@@H](CC51)NCC4 morphinan compound with morphinone